C(C)S(=O)(=O)C1=C(N=C2N1C=CC(=C2)N)C2=NC=1C(=NC=C(C1)C(F)(F)F)N2C 3-(ethylsulfonyl)-2-[3-methyl-6-(trifluoromethyl)-3H-imidazo[4,5-b]pyridin-2-yl]imidazo[1,2-a]pyridin-7-amine